Samarium scandium [Sc].[Sm]